C(#N)COC=1C=C(C(=O)NC)C=CC1NCC#CC=1N(C2=CC=CC(=C2C1)NC1CCC(CC1)N1CC2(COC2)C1)CC(F)(F)F 3-(cyanomethoxy)-N-methyl-4-{[3-(4-{[(1S,4S)-4-{2-oxa-6-azaspiro[3.3]heptan-6-yl}cyclohexyl]amino}-1-(2,2,2-trifluoroethyl)-1H-indol-2-yl)prop-2-yn-1-yl]amino}benzamide